N-{6-(2-Hydroxypropan-2-yl)-2-[3-(methylsulphonyl)propyl]-2H-indazol-5-yl}-6-(trifluoromethyl)pyridine-2-carboxamide OC(C)(C)C=1C(=CC2=CN(N=C2C1)CCCS(=O)(=O)C)NC(=O)C1=NC(=CC=C1)C(F)(F)F